tert-butyl N-{[2-(2,6-dioxopiperidin-3-yl)-4-fluoro-1-oxo-2,3-dihydro-1H-isoindol-5-yl]methyl}carbamate O=C1NC(CCC1N1C(C2=CC=C(C(=C2C1)F)CNC(OC(C)(C)C)=O)=O)=O